C[C@H]1N(CCN(C1)C)[C@@H](C(=O)NC=1C=CC=C2C(=CNC12)C1=NC(=NC=C1)NC=1C(=NN(C1)C)OC)C (2R)-2-[(2R)-2,4-dimethylpiperazin-1-yl]-N-(3-{2-[(3-methoxy-1-methyl-1H-pyrazol-4-yl)amino]pyrimidin-4-yl}-1H-indol-7-yl)propanamide